aminoazole C1=CNC(=C1)N